(4-methyl-2,3-dihydro-1,4-benzoxazin-7-yl)sulfonyl chloride CN1CCOC2=C1C=CC(=C2)S(=O)(=O)Cl